FC(CN1C2=C(C=C1C(=O)Cl)C=CO2)(F)F 6-(2,2,2-trifluoroethyl)-6H-furo[2,3-b]pyrrole-5-carbonyl chloride